furan-2,5-diyldimethanamine O1C(=CC=C1CN)CN